N[C@H]1CN(CCC1)C=1C(=CC(=NC1)C1=C(C=C(C=C1)OC)F)CC1=CN=C2N1C=CN=C2N (R)-3-((5-(3-aminopiperidin-1-yl)-2-(2-fluoro-4-methoxyphenyl)pyridin-4-yl)methyl)imidazo[1,2-a]pyrazin-8-amine